benzyl (2-(2-chloro-6-(((1R,5S,6s)-3-(4-methyl-2-(pyrimidin-2-yl)thiazole-5-carbonyl)-3-azabicyclo[3.1.0]hexan-6-yl)oxy)pyridin-4-yl)propan-2-yl)carbamate ClC1=NC(=CC(=C1)C(C)(C)NC(OCC1=CC=CC=C1)=O)OC1[C@@H]2CN(C[C@H]12)C(=O)C1=C(N=C(S1)C1=NC=CC=N1)C